C(C)(C)N1N=C(C2=NC(=CC(=C21)NCC2=CN=C(S2)C)C=2C(=NC=CC2)OC)C 1-isopropyl-5-(2-methoxy-3-pyridyl)-3-methyl-N-[(2-methylthiazol-5-yl)methyl]pyrazolo[4,3-b]pyridin-7-amine